4-(pentafluoro-λ6-sulfanyl)-N-[trans-4-(4-{2-methylimidazo[1,2-a]pyrazin-6-yl}benzenesulfonyl)cyclohexyl]aniline FS(C1=CC=C(N[C@@H]2CC[C@H](CC2)S(=O)(=O)C2=CC=C(C=C2)C=2N=CC=3N(C2)C=C(N3)C)C=C1)(F)(F)(F)F